camphorsulfonic acid-d C12(C(=O)C(C(CC1)C2(C)C)[2H])CS(=O)(=O)O